[O-2].[Ce+3].[Ag+].[O-2] silver-cerium oxide